NCCN1CCN(CC1)CC(=O)O 2-[4-(2-aminoethyl)piperazin-1-yl]acetic acid